(2R,4R)-N-[2-[(4,4-difluorocyclohexyl)amino]-2-oxo-1-pyridazin-4-yl-ethyl]-4-methoxy-N-[4-(pentafluoro-λ6-sulfanyl)phenyl]pyrrolidine-2-carboxamide FC1(CCC(CC1)NC(C(C1=CN=NC=C1)N(C(=O)[C@@H]1NC[C@@H](C1)OC)C1=CC=C(C=C1)S(F)(F)(F)(F)F)=O)F